FC(=C1C(CN(CC1)C(=O)OC)CC)F Methyl 4-(difluoromethylene)-3-ethylpiperidine-1-carboxylate